FC=1C=NC(=NC1)N1CCC(CC1)C(=O)N1CC2=C(OCC13CC3)C(=CN=C2)C#N 4-[1-(5-fluoropyrimidin-2-yl)piperidine-4-carbonyl]spiro[2,5-dihydropyrido[3,4-f][1,4]oxazepine-3,1'-cyclopropane]-9-carbonitrile